FC1=C(C=CC(=C1F)OC)C1=CN=C2N1C=CN=C2NC=2C=C1CCN(C(C1=CC2)=O)CCO 6-[[3-(2,3-difluoro-4-methoxyphenyl)imidazo[1,2-a]pyrazin-8-yl]amino]-2-(2-hydroxyethyl)-3,4-dihydroisoquinolin-1-one